ClC1=NC=CC2=C1OC=1N=C(N=C(C12)N1C[C@H]2CC[C@@H](C1)N2C(=O)OC(C)(C)C)S(=O)C tert-butyl (1R,5S)-3-(8-chloro-2-(methylsulfinyl)pyrido[4',3':4,5]furo[2,3-d]pyrimidin-4-yl)-3,8-diazabicyclo[3.2.1]octane-8-carboxylate